C1(CCCCC1)N1C(N(C(C(C1=O)C(=O)NCC(=O)O)=O)C1CCCCC1)=O N-[(1,3-dicyclohexylhexahydro-2,4,6-trioxo-5-pyrimidinyl)carbonyl]glycine